ethyl 5-ethoxy-2-formyl-1-methyl-6-oxo-1,6-dihydropyrimidine-4-carboxylate C(C)OC1=C(N=C(N(C1=O)C)C=O)C(=O)OCC